FC1(CCN(CC1)C=1N=C(C=C2C1OCCC2)[N+](=O)[O-])F 8-(4,4-difluoropiperidin-1-yl)-6-nitro-3,4-dihydro-2H-pyrano[2,3-c]pyridine